magnesium-aluminum-manganese-yttrium-zirconium [Zr].[Y].[Mn].[Al].[Mg]